NC=1N=NC(=CC1N1N=CC(=C1)[C@H]1C(CN(CC1)C(=O)OC(C)(C)C)(F)F)C1=C(C=CC=C1)O tert-butyl (S)-4-(1-(3-amino-6-(2-hydroxyphenyl)pyridazin-4-yl)-1H-pyrazol-4-yl)-3,3-difluoropiperidine-1-carboxylate